3-(4-amino-6-bromo-1-oxo-isoindolin-2-yl)piperidine-2,6-dione NC1=C2CN(C(C2=CC(=C1)Br)=O)C1C(NC(CC1)=O)=O